ClC1=C(C=CC=C1)S(=O)(=O)Cl 2-chlorobenzenesulfonyl chloride